N1=CN=C(C2=C1SC1=C2CCCC1)N1N=C(N=C1N)NC1=CC=C(C=C1)OCCN1CCCC1 1-(5,6,7,8-tetrahydrobenzo[4,5]Thieno[2,3-d]Pyrimidin-4-yl)-N3-(4-(2-(pyrrolidin-1-yl)ethoxy)phenyl)-1H-1,2,4-triazole-3,5-diamine